[K+].C(C=C)(=O)[NH-] acrylamide potassium salt